4-CHLORO-1-ISOPROPYL-PYRROL-3-YLBORONIC ACID ClC=1C(=CN(C1)C(C)C)B(O)O